benzyl (2S,4R)-1-((9,9-difluoro-9H-fluorene-3-carbonyl)glycyl)-4-((((E)-6-ethoxy-6-oxohex-2-en-1-yl)oxy)methyl)-4-fluoropyrrolidine-2-carboxylate FC1(C2=CC=CC=C2C=2C=C(C=CC12)C(=O)NCC(=O)N1[C@@H](C[C@](C1)(F)COC\C=C\CCC(=O)OCC)C(=O)OCC1=CC=CC=C1)F